C(C)(C)(C)[C@@H]1CC=2C=C3C(=NC2CC1)SC(=C3)C(=O)N[C@H](CCN(CCO)CCO)C3=CC=C(C=C3)C3=CNC(C=C3)=O |r| rac-(6S)-6-tert-butyl-N-[rac-(1R)-3-[bis(2-hydroxyethyl)amino]-1-[4-(6-oxo-1H-pyridin-3-yl)phenyl]propyl]-5,6,7,8-tetrahydrothieno[2,3-b]quinoline-2-carboxamide